OCC1C(CCCC1)(C)N 2-hydroxymethyl-1-methyl-cyclohexylamine